3-{5-chloro-3H-imidazo[4,5-b]pyridin-2-yl}pyridine ClC1=CC=C2C(=N1)NC(=N2)C=2C=NC=CC2